C(C)(C)C1=CC=2SC3=CC=CC=C3S(C2C=C1)=O 2-isopropyl-thianthrone